(R)-3-(3-chloro-4-fluorophenyl)-1-(8,9-difluoro-5-(2-hydroxyethyl)-6-oxo-1,4,5,6-tetrahydro-2H-pyrano[3,4-c]isoquinolin-1-yl)-1-methylurea ClC=1C=C(C=CC1F)NC(N(C)[C@H]1COCC=2N(C(C=3C=C(C(=CC3C21)F)F)=O)CCO)=O